N-octadecenyl-2-phenyl-3,5,7-trihydroxyquinolin-4-one C(=CCCCCCCCCCCCCCCCC)N1C(=C(C(C2=C(C=C(C=C12)O)O)=O)O)C1=CC=CC=C1